(5-methoxy-1,6-naphthyridin-8-yl)boronic acid COC1=C2C=CC=NC2=C(C=N1)B(O)O